1-(1',4-dimethyl-1-phenyl-1h,1'h-[3,4'-bipyrazole]-5-yl)-3-((3s,4r)-4-(3,5-difluorophenyl)-1-(2-methoxyethyl)pyrrolidin-3-yl)urea CN1N=CC(=C1)C1=NN(C(=C1C)NC(=O)N[C@@H]1CN(C[C@H]1C1=CC(=CC(=C1)F)F)CCOC)C1=CC=CC=C1